C(C=C)ON(S(=O)(=O)C1=C(C=CC=C1)[N+](=O)[O-])C1C=C(C(N(C1)C(=O)[O-])CO[Si](C)(C)C(C)(C)C)C1CC1 5-(N-(allyloxy)-2-nitrophenylsulfonamido)-2-((tert-butyldimethylsilyloxy)methyl)-3-cyclopropyl-5,6-dihydropyridine-1(2H)-carboxylate